C1(=CCCC1)[C@H]1N(CC[C@H](C1)C(F)(F)F)C(=O)N[C@@H](C)\C=C\S(=O)(=O)C (2S,4r)-2-(cyclopent-1-en-1-yl)-N-((S,E)-4-(methylsulfonyl)but-3-en-2-yl)-4-(trifluoromethyl)piperidine-1-carboxamide